NC1=CC=CC(=N1)S(=O)(=O)NC(=O)C=1C(=NC(=CC1)CC)N1C(C[C@@H](C1)C)(C)C N-[(6-Amino-2-pyridyl)sulfonyl]-6-ethyl-2-[(4S)-2,2,4-trimethylpyrrolidin-1-yl]pyridin-3-carboxamid